3-AMINOPROPYLTRIMETHOXYSILANE NCCC[Si](OC)(OC)OC